C(CCC(=O)OC1=CC=CC=C1)(=O)OC1=CC=CC=C1.[Na] sodium diphenyl succinate